NC1=NC=2C=C(C(=CC2C2=C1[C@H](OC2)C)C(=O)N2[C@H](COC[C@H]2C)C=2N=NC(=CC2)OC)F ((3R)-4-amino-7-fluoro-3-methyl-1,3-dihydrofuro[3,4-c]quinolin-8-yl)((3S,5R)-3-(6-methoxy-3-pyridazinyl)-5-methyl-4-morpholinyl)methanone